CN1CC=2C=C(C=NC2CC1)NC=O (6-methyl-5,6,7,8-tetrahydro-1,6-naphthyridin-3-yl)formamide